FC(C1=NN=C(S1)N1C(N(C2=C1C=C(C=C2N2C[C@@H](NCC2)COC)S(=O)(=O)NC2(COC2)CF)C)=O)F {3-[5-(difluoromethyl)-1,3,4-thiadiazol-2-yl]-7-[(R)-3-(methoxymethyl)-1-piperazinyl]-1-methyl-2-oxo-2,3-dihydro-1H-1,3-benzimidazol-5-ylsulfonyl}[3-(fluoromethyl)-3-oxetanyl]amine